COC1=CC=C2C=CC=C(C2=C1)CCN(C1CC1)C N-(2-(7-methoxynaphthalen-1-yl)ethyl)-N-methylcyclopropanamine